C[C@H]1CCC=CCCCCCCCC(OCC1)=O (14S)-14-methyloxacyclohexadec-10-en-2-one